NC1=C(C(=CC(=C1)[N+](=O)[O-])N)O 2,6-diamino-4-nitrophenol